N1N=CC2=CC=C(C=C12)CN(C1=NC=C(C=C1)COCCOCCOCC1=CC(=CC=C1)OC)CC1=CC(=CC=C1)OC N-((1H-indazol-6-yl)methyl)-N-(3-methoxybenzyl)-5-((2-(2-((3-methoxybenzyl)oxy)ethoxy)ethoxy)methyl)pyridin-2-amine